(1S,3S,4S)-2-((R)-2-chloro-9-hydroxy-9H-fluorene-9-carbonyl)-N-((S)-1-cyano-2-((R)-2-oxopiperidin-3-yl)ethyl)-5,5-difluoro-2-azabicyclo[2.2.2]octane-3-carboxamide ClC1=CC=2[C@](C3=CC=CC=C3C2C=C1)(C(=O)N1[C@@H]2CC([C@H]([C@H]1C(=O)N[C@@H](C[C@@H]1C(NCCC1)=O)C#N)CC2)(F)F)O